(1S)-7-(difluoromethylsulfanyl)-4-(3,5-difluorophenoxy)-2,2-difluoro-indan-1-ol FC(F)SC=1C=CC(=C2CC([C@H](C12)O)(F)F)OC1=CC(=CC(=C1)F)F